1-(2-aminopentyl)-2-hydroxymethyl-5-benzyloxypyridin-4-one NC(CN1C(=CC(C(=C1)OCC1=CC=CC=C1)=O)CO)CCC